SC=1N=NNC1 Thiyltriazol